Benzyl (S)-2-(8-methylimidazo[1,5-a]pyrazin-3-yl)piperidine-1-carboxylate CC=1C=2N(C=CN1)C(=NC2)[C@H]2N(CCCC2)C(=O)OCC2=CC=CC=C2